FC1CN(CC1)C=1C(C(C1N(CC1=CC=C(C=C1)C1=NOC(=N1)C(F)(F)F)C)=O)=O 3-(3-fluoropyrrolidin-1-yl)-4-(methyl(4-(5-(trifluoromethyl)-1,2,4-oxadiazol-3-yl)benzyl)amino)cyclobut-3-ene-1,2-dione